N=1ON=C2C1C=CC=C2S(=O)(=O)N2CC1(C2)CN(C1)C(=O)N1CC2(C1)CC(C2)N2N=C(N=C2)C2CC2 [2-(2,1,3-benzoxadiazol-4-ylsulfonyl)-2,6-diazaspiro[3.3]heptan-6-yl]-[6-(3-cyclopropyl-1,2,4-triazol-1-yl)-2-azaspiro[3.3]heptan-2-yl]methanone